C(N)(O[C@@H]1[C@H](NC([C@H]1C)=O)C1=C(C=CC=C1)Cl)=O |r| trans-(rac-(2R,3S,4S)-2-(2-chlorophenyl)-4-methyl-5-oxopyrrolidin-3-yl) carbamate